tert-Butyl (E)-3-(3-(dimethylamino)acryloyl)piperidine-1-carboxylate CN(/C=C/C(=O)C1CN(CCC1)C(=O)OC(C)(C)C)C